C(CCCCCCCC)(=O)C(O)[C@](O)([C@@](O)([C@H](OC(CCCCCCCC)=O)[C@H](O)CO)C(CCCCCCCC)=O)C(CCCCCCCC)=O 1,2,3,4-O-tetranonoyl-sorbitol